C(=O)(O)C1(N=NC=N1)C(=O)O 3-carboxy-1,2,4-triazole-3-carboxylic acid